C(O)NC(C=C)=O.C(C(=C)C)(=O)O methacrylic acid-N-methylolacrylamide